2-(3,4-dimethoxyphenyl)-5-(2,2-dimethyl-4-(1-methylpiperidin-4-yl)piperazin-1-yl)-3-ethyl-1H-indole COC=1C=C(C=CC1OC)C=1NC2=CC=C(C=C2C1CC)N1C(CN(CC1)C1CCN(CC1)C)(C)C